Cl.ClC=1C=2N(C(=C(C1)C(C)=O)N1CCNCC1)C=NC2 1-(8-Chloro-5-piperazin-1-ylimidazo[1,5-a]pyridin-6-yl)ethanone hydrochloride salt